ClN(S)Cl bischlorosulfenamide